CC(=O)N[C@@H]1[C@H]([C@@H]([C@H](O[C@H]1O[C@H]([C@H](CO)NC(=O)C)[C@H]([C@@H](CO)O)O)CO)O)O[C@H]2[C@@H]([C@H]([C@H]([C@H](O2)CO)O)O)O The molecule is a glycosyl alditol derivative consisting of beta-D-galactopyranose, 2-acetamido-2-deoxy-beta-D-glucopyranose and N-acetyl-D-galactosaminitol residues joined in sequence by (1->3) glycosidic bonds. It is a glycosyl alditol derivative and a member of acetamides. It derives from a N-acetyl-D-galactosaminitol and a beta-D-Galp-(1->3)-beta-D-GlcpNAc.